2,5-dimethyl-4-ethoxyphenol CC1=C(C=C(C(=C1)OCC)C)O